ClC1=NC=C2C(=N1)N(N=C2)C[C@H]2N(CC2)C(C)=O (S)-1-(2-((6-chloro-1H-pyrazolo[3,4-d]pyrimidin-1-yl)methyl)azetidin-1-yl)ethan-1-one